(S)-2-amino-3-(3-(4-((3-fluoro-5-(1H-pyrazol-3-yl)pyridin-2-yl)oxy)phenyl)-1H-pyrazol-1-yl)propan N[C@@H](C)CN1N=C(C=C1)C1=CC=C(C=C1)OC1=NC=C(C=C1F)C1=NNC=C1